Sodium aluminum [Al].[Na]